methyl-1,1,1-trifluoroethylether CC(C(F)(F)F)OC(C(F)(F)F)C